O1C(=NC=C1)CC(C(N[C@@H](CCCC1=CC=CC=C1)B1O[C@@]2([C@H](O1)C[C@H]1C([C@@H]2C1)(C)C)C)=O)NC(OCCCC)=O butyl (3-(oxazol-2-yl)-1-oxo-1-(((R)-4-phenyl-1-((3aS,4S,6S,7aR)-3a,5,5-trimethylhexahydro-4,6-methanobenzo[d][1,3,2]dioxaborol-2-yl)butyl)amino)propan-2-yl)carbamate